1-Adamantyl-di-(tert-butyl)phosphin C12(CC3CC(CC(C1)C3)C2)P(C(C)(C)C)C(C)(C)C